1-(4-(6,8-difluoro-7-(6-methyl-1H-indazol-7-yl)quinazolin-4-yl)piperazin-1-yl)prop-2-en-1-one FC=1C=C2C(=NC=NC2=C(C1C=1C(=CC=C2C=NNC12)C)F)N1CCN(CC1)C(C=C)=O